tert-Butyl 2-((((9H-fluoren-9-yl)methoxy) carbonyl)(methyl)amino)-4-(2-fluoro-4-(trifluoromethyl)phenyl)butanoate C1=CC=CC=2C3=CC=CC=C3C(C12)COC(=O)N(C(C(=O)OC(C)(C)C)CCC1=C(C=C(C=C1)C(F)(F)F)F)C